CNC(O[C@@H]1CC[C@H](CC1)C(N(C[C@@H]1CC[C@H](CC1)C1=NC(=C(C=C1)OC)C)C1=NC=CC(=C1)C=1N=C(OC1)C1CC1)=O)=O trans-4-((4-(2-Cyclopropyloxazol-4-yl)pyridine-2-yl)((trans-4-(5-methoxy-6-methylpyridin-2-yl)cyclohexyl)methyl) carbamoyl)cyclohexyl methylcarbamate